FC=1C=C(C(=O)OCC#N)C=CN1 Cyanomethyl 2-fluoroisonicotinate